N-((5-formyl-6-hydroxy-1-tosyl-1H-indol-2-yl)methyl)-1-methylcyclopropane-1-carboxamide C(=O)C=1C=C2C=C(N(C2=CC1O)S(=O)(=O)C1=CC=C(C)C=C1)CNC(=O)C1(CC1)C